ClC=1C(=C2C=NNC2=C(C1F)C=C)C=1N=CC=2N(C1)C=C(N2)NC(=O)[C@H]2[C@H](C2)F (1S,2S)-N-(6-(5-chloro-6-fluoro-7-vinyl-1H-indazol-4-yl)imidazo[1,2-a]pyrazin-2-yl)-2-fluorocyclopropane-1-carboxamide